ClC1=NC(=CC=C1C(=O)NS(=O)(=O)C1=NC(=CC=C1)NCCCC1CNC(C1)(CCC)C)N1N=C(C=C1)OCCC1(CC1)C(F)(F)F 2-chloro-N-[[6-[3-(5-methyl-5-propyl-pyrrolidin-3-yl)propylamino]-2-pyridyl]sulfonyl]-6-[3-[2-[1-(trifluoromethyl)cyclopropyl]ethoxy]pyrazol-1-yl]pyridine-3-carboxamide